Rac-(4aS,9bS)-7-(trifluoromethyl)-1,2,3,4,4a,9b-hexahydrobenzofuro[3,2-b]pyridine FC(C1=CC2=C(C=C1)[C@@H]1NCCC[C@@H]1O2)(F)F |r|